ethylperfluoro-1-octanesulfonamide C(C)NS(=O)(=O)C(C(C(C(C(C(C(C(F)(F)F)(F)F)(F)F)(F)F)(F)F)(F)F)(F)F)(F)F